(l)-3-[2-(2-bromo-4-methoxybenzoyl)-1,2,3,4-tetrahydroisoquinolin-5-yl]-3-(7-methoxy-1-methyl-1H-benzo[d][1,2,3]triazol-5-yl)propionic acid ethyl ester C(C)OC(CC(C1=CC2=C(N(N=N2)C)C(=C1)OC)C1=C2CCN(CC2=CC=C1)C(C1=C(C=C(C=C1)OC)Br)=O)=O